C1(=CC=CC2=CC=CC=C12)N(C1=CC=C(C=C1)B(O)O)C1=CC=CC2=CC=CC=C12 (4-(di(naphthalen-1-yl)amino)phenyl)boronic acid